sodium dihexylsulfosuccinate sodium dicyclohexyl-sulfosuccinate C1(CCCCC1)C(C(C(=O)[O-])S(=O)(=O)O)(C(=O)[O-])C1CCCCC1.[Na+].C(CCCCC)C(C(C(=O)O)S(=O)(=O)O)(C(=O)O)CCCCCC.[Na+]